CC=1C=C(COC2=CC=C(C=C2)CO)C=CC1 (4-((3-methylbenzyl)oxy)phenyl)methanol